ClC1=C(C=CC=C1)C=1N=C(NC1)NC(C1=NC=C(C=C1)N1CCOCC1)=O N-(4-(2-chlorophenyl)-1H-imidazol-2-yl)-5-morpholinopicolinamide